FC=1C=C(C=CC1)NC(=S)NC(C)C1=CC=CC2=CC=CC=C12 (3-fluorophenyl)-3-(1-(naphthalen-1-yl)ethyl)thiourea